2,3-dihydro-2,5-dihydroxy-6-methyl-4-pyrone OC1OC(=C(C(C1)=O)O)C